(R)-2-(3-fluoro-2-methoxy-5-(2-methoxypropan-2-yl)phenyl)-2-((R)-3-(methyl(5-(5,6,7,8-tetrahydro-1,8-naphthyridin-2-yl)pentyl)amino)pyrrolidin-1-yl)acetic acid FC=1C(=C(C=C(C1)C(C)(C)OC)[C@H](C(=O)O)N1C[C@@H](CC1)N(CCCCCC1=NC=2NCCCC2C=C1)C)OC